8-sulfanyl-adenine SC1=NC2=NC=NC(=C2N1)N